C(CCCCCCC)(=O)N[C@@H](CCCCN)C(=O)O N-Capryloyl-Lysine